2-[[(1S)-5-chloro-8-hydroxy-1,2,3,4-tetrahydroisoquinolin-1-yl]methyl]isoindoline-1,3-dione hydrobromide salt Br.ClC1=C2CCN[C@@H](C2=C(C=C1)O)CN1C(C2=CC=CC=C2C1=O)=O